3-chloro-5-fluoro-1,1':2',1''-terphenyl ClC=1C=C(C=C(C1)F)C=1C(=CC=CC1)C1=CC=CC=C1